hexadecatrienol acetate C(C)(=O)OC=CC=CC=CCCCCCCCCCC